N-(3-(2-((4-(dimethylamino)cyclohexyl)amino)quinazolin-6-yl)-2,4-difluorophenyl)-2-(trifluoromethyl)pyridine-3-sulfonamide CN(C1CCC(CC1)NC1=NC2=CC=C(C=C2C=N1)C=1C(=C(C=CC1F)NS(=O)(=O)C=1C(=NC=CC1)C(F)(F)F)F)C